CN1C(=NC=C1)N 1-Methyl-1H-imidazol-2-amine